ClC=1[C@H](NCNC1)C (R)-5-chloro-4-methyl-1,4-dihydro-2H-pyrimidine